[Si](C1=CC=CC=C1)(C1=CC=CC=C1)(C(C)(C)C)OC[C@@H]1CC[C@]2(CCCN12)CO ((3S,7aR)-3-(((tert-butyldiphenylsilyl)oxy)methyl)tetrahydro-1H-pyrrolizin-7a(5H)-yl)methanol